C(C)(C)(C)OC(=O)NC1(CC1)C(=O)O 1-((t-butoxycarbonyl)amino)cyclopropane-1-carboxylic acid